C(C)(C)(C)OC(=O)N1C[C@@H]2COC3=C(C(N2CC1)=O)C=C(C(=C3Cl)C3=C(C=CC=C3O)F)OC (12AR)-10-chloro-9-(2-fluoro-6-hydroxyphenyl)-8-methoxy-6-oxo-3,4,12,12a-tetrahydro-6H-pyrazino[2,1-c][1,4]benzooxazepine-2(1H)-carboxylic acid tert-butyl ester